N1N=NN=C1COC=1OC2=C(C1C(=O)NC1=CC=C(C=C1)OCC1=C(C=C(C=C1)F)Cl)C=CC=C2 ((1H-tetrazol-5-yl)methoxy)-N-(4-((2-chloro-4-fluorobenzyl)oxy)phenyl)benzofuran-3-carboxamide